(5-cyclopropyl-7-hydroxy-3,3-dimethyl-2-oxoindol-1-yl)acetic acid C1(CC1)C=1C=C2C(C(N(C2=C(C1)O)CC(=O)O)=O)(C)C